(8-Methyl-8-azabicyclo[3.2.1]octan-3-yl) 2-(4-chlorophenoxy)butanoate ClC1=CC=C(OC(C(=O)OC2CC3CCC(C2)N3C)CC)C=C1